ClC1=C(C=C(C=C1)F)C1(NC(C2=C3C(=CC(=C12)NCC1=C(C=C(C=C1)OC)OC)NC(N3CC3=CC=C(C=C3)OC)=O)=O)O 6-(2-chloro-5-fluorophenyl)-5-{[(2,4-dimethoxyphenyl)methyl]amino}-6-hydroxy-1-[(4-methoxyphenyl)methyl]-1,2,3,6,7,8-hexahydroimidazo[5,4-e]isoindole-2,8-dione